o-propenyl-oxybenzaldehyde C(=CC)OC1=C(C=O)C=CC=C1